1-(triisopropylsilyl)-1H-pyrrolo[2,3-b]pyridine-6-sulfonyl Chloride C(C)(C)[Si](N1C=CC=2C1=NC(=CC2)S(=O)(=O)Cl)(C(C)C)C(C)C